(2R,5S)-2,5-dimethyl-4-(3-(trifluoromethyl)-1H-pyrrolo[3,2-c]pyridin-4-yl)piperazine-1-carboxylic acid tert-butyl ester C(C)(C)(C)OC(=O)N1[C@@H](CN([C@H](C1)C)C1=NC=CC2=C1C(=CN2)C(F)(F)F)C